(3S)-ethyl 3-(4-fluoro-2',5,6'-trimethylbiphenyl-3-yl)-3-(2-(5-(2-(3-(fluoromethyl)azetidin-1-yl)ethyl)-2-oxo-4-(trifluoromethyl)pyridin-1(2H)-yl)-4-methylpentanamido)propanoate FC1=C(C=C(C=C1C)C1=C(C=CC=C1C)C)[C@H](CC(=O)OCC)NC(C(CC(C)C)N1C(C=C(C(=C1)CCN1CC(C1)CF)C(F)(F)F)=O)=O